C[C@H]1CN(CCN1CC1CCNCC1)C(=O)OCC1=CC=CC=C1 benzyl (3S)-3-methyl-4-(4-piperidylmethyl)piperazine-1-carboxylate